CN(CCNC1=CC(=NC=N1)NC1=CC2=C(C(NC23CCCCC3)=O)S1)C 2'-((6-((2-(Dimethylamino)ethyl)amino)pyrimidin-4-yl)amino)spiro[cyclohexane-1,4'-thieno[2,3-c]pyrrol]-6'(5'H)-one